ClC1=C(C=NN1C1CC(C1)C(F)(F)F)N 5-chloro-1-(3-(trifluoromethyl)cyclobutyl)-1H-pyrazol-4-amine